2-((3-(methoxymethyl)isoxazol-5-yl)methyl)-6-(2-(2,2,2-trifluoroethoxy)pyrimidin-5-yl)pyridazin-3(2H)-one COCC1=NOC(=C1)CN1N=C(C=CC1=O)C=1C=NC(=NC1)OCC(F)(F)F